2-((2-(dimethylamino)ethyl)(methyl)amino)-4-((triisopropylsilyl)ethynyl)pyrimidine-5-carboxamide CN(CCN(C1=NC=C(C(=N1)C#C[Si](C(C)C)(C(C)C)C(C)C)C(=O)N)C)C